N1(CCCC1)CCOC=1OC2=C(C1)C=C(C=C2)N (2-pyrrolidin-1-ylethoxy)benzofuran-5-amine